CC1=C2OC=3C(=CC=CC3C(C2=CC=C1C)=O)CC(=O)O 5,6-Dimethyl-9-oxo-9H-xanthene-4-acetic acid